C(#N)C=1C=C(C=NC1N1N=CC=N1)NC(=O)C=1C=NN(C1C(F)(F)F)C1=CC=CC=2N1C=CN2 N-(5-cyano-6-(2H-1,2,3-triazol-2-yl)pyridin-3-yl)-1-(imidazo[1,2-a]pyridin-5-yl)-5-(trifluoromethyl)-1H-pyrazole-4-carboxamide